NCC(=O)NCC1=CN(C(O1)=O)C(C)C=1C=CC=C2C(=C(NC12)C(=O)O)C1=CC(=C(C=C1)CS(=O)(=O)C)F 7-(1-(5-((2-Aminoacetamido)methyl)-2-oxooxazol-3(2H)-yl)ethyl)-3-(3-fluoro-4-((methylsulfonyl)methyl)phenyl)-1H-indole-2-carboxylic acid